1-(3-fluoropyridin-4-yl)-N-{2-methoxy-3-[3-(pyrrolidin-1-yl)propoxy]-6H,7H,8H,9H-cyclohexa[b]1,5-naphthyridin-10-yl}piperidin-4-amine FC=1C=NC=CC1N1CCC(CC1)NC1=C2C(=NC3=CC(=C(N=C13)OC)OCCCN1CCCC1)CCCC2